8-bromo-6-(N-(4-methoxybenzyl)-N-(1-methylcyclopropyl)sulfamoyl)-[1,2,4]triazolo[4,3-a]pyridin BrC=1C=2N(C=C(C1)S(N(C1(CC1)C)CC1=CC=C(C=C1)OC)(=O)=O)C=NN2